CN(C)[Si](C)(N(C)C)N[SiH](OC)C (Bis(dimethylamino)(methylsilyl))(methylmethoxysilyl)amine